1-cyclopropylethyl (3-(3,3-difluorocyclobutyl)-1-methyl-4-(1-methylcyclobutyl)-1H-pyrazol-5-yl)carbamate FC1(CC(C1)C1=NN(C(=C1C1(CCC1)C)NC(OC(C)C1CC1)=O)C)F